COC(C1=C(C=C(C=C1)NC(=O)C12CC3CC(CC(C1)C3)C2)OC)=O 4-[(adamantan-1-carbonyl)-amino]2-methoxy-benzoic acid methylester